ClC=1C(=C(NC2=NC=NC3=CC(=C(C=C23)NC(\C=C\COC)=O)C#C[C@@]23CN(C[C@H]3C2)C)C=CC1)F (E)-N-[4-(3-chloro-2-fluoro-anilino)-7-[2-[(1r,5s)-3-methyl-3-azabicyclo[3.1.0]hexane-1-yl]-ethynyl]quinazolin-6-yl]-4-methoxy-but-2-enamide